CN1C2=CC=CC=C2C=2C(C(CCC12)CN1N(CC2=CC=CC=C12)C)=O 9-methyl-3-[(2-methyl-1H-indazol-1-yl)methyl]-1,2,3,9-tetrahydrocarbazol-4-one